(Z)-2-(2,6-dioxopiperidin-3-yl)-5-((1-(2-(4-(1-(4-hydroxyphenyl)-2-phenylbut-1-en-1-yl)phenoxy)ethyl)piperidin-4-yl)amino)isoindoline-1,3-dione O=C1NC(CCC1N1C(C2=CC=C(C=C2C1=O)NC1CCN(CC1)CCOC1=CC=C(C=C1)\C(=C(\CC)/C1=CC=CC=C1)\C1=CC=C(C=C1)O)=O)=O